5-methyl-benzotriazole CC1=CC2=C(NN=N2)C=C1